1-((S)-1-(4-cyanophenyl)ethyl)-4-oxo-6-((1R,2R)-2-(pyrimidin-2-yl)cyclobutyl)-4,5-dihydro-1H-pyrazolo[3,4-d]pyrimidine-3-carbonitrile C(#N)C1=CC=C(C=C1)[C@H](C)N1N=C(C2=C1N=C(NC2=O)[C@H]2[C@@H](CC2)C2=NC=CC=N2)C#N